2-(3-Bromo-4-hydroxy-5-methoxy-phenyl)-3-(5-fluoro-2-methylphenyl)-thiazolidin-4-one BrC=1C=C(C=C(C1O)OC)C1SCC(N1C1=C(C=CC(=C1)F)C)=O